N'-(4-amino-3-chlorophenylsulfonyl)-N-ethyl-4,4-dimethyl-4,5-dihydro-1H-pyrazole-1-carboximidamide NC1=C(C=C(C=C1)S(=O)(=O)N=C(NCC)N1N=CC(C1)(C)C)Cl